N-(6-((5-bromo-2-((2-methoxy-5-(1-methyl-1H-pyrazol-4-yl)-4-(4-(4-methylpiperazin-1-yl)piperidin-1-yl)phenyl)amino)pyrimidin-4-yl)amino)quinoxalin-5-yl)methanesulfonamide BrC=1C(=NC(=NC1)NC1=C(C=C(C(=C1)C=1C=NN(C1)C)N1CCC(CC1)N1CCN(CC1)C)OC)NC=1C(=C2N=CC=NC2=CC1)NS(=O)(=O)C